CN1N=CC(=C1C)C(O)C=1SC=CC1 (1,5-dimethylpyrazol-4-yl)-(2-thienyl)methanol